IC1=NN(C=C1C(=O)OCC)C ethyl 3-iodo-1-methyl-1H-4-pyrazolecarboxylate